N[C@@H](CO)C1=CC(=CC=C1)Br |r| Racemic-2-amino-2-(3-bromophenyl)ethanol